[Si](C)(C)(C(C)(C)C)OCCC1CCN(CC1)C1=CC=C(C=N1)NC(=O)N1[C@H](CN([C@@H](C1)C)C1=CC(=C(C=C1)C#N)Cl)C (2S,5R)-N-(6-(4-(2-((tert-Butyldimethylsilyl)oxy)ethyl)piperidin-1-yl)pyridin-3-yl)-4-(3-chloro-4-cyanophenyl)-2,5-dimethylpiperazine-1-carboxamide